1-(4-((2,3-Dihydrobenzofuran-5-yl)sulfonyl)piperazin-1-yl)-2-(4-fluorophenoxy)-2-methylpropan-1-one O1CCC2=C1C=CC(=C2)S(=O)(=O)N2CCN(CC2)C(C(C)(C)OC2=CC=C(C=C2)F)=O